ClC1=CC=C(C=C1)C1=N[C@H](C=2N(C3=C1C(=C(S3)C)C)C(=NN2)C)CC(=O)NCC(=O)O (S)-(2-(4-(4-chlorophenyl)-2,3,9-trimethyl-6H-thieno[3,2-f][1,2,4]triazolo[4,3-a][1,4]diazepin-6-yl)acetyl)glycine